C1(=CC=C(C=C1)CC(=O)OC1=C(C(=C(C(=C1F)F)F)F)F)C1=CC=CC=C1 penta-fluorophenyl 2-([1,1'-biphenyl]-4-yl)acetate